1-(1-(1-(vinylsulfonyl)pyrrolidine-3-carbonyl)piperidin-4-yl)-1H-pyrazol C(=C)S(=O)(=O)N1CC(CC1)C(=O)N1CCC(CC1)N1N=CC=C1